N1=CC=C(C=C1)CNC=1C=C2CCN(CC2=CC1C1=CC=C(C=C1)C(F)(F)F)C(C=C)=O 1-(6-((pyridin-4-ylmethyl)amino)-7-(4-(trifluoromethyl)phenyl)-3,4-dihydroisoquinolin-2(1H)-yl)prop-2-en-1-one